C1(CC1)C1=NN(C(=N1)[C@H](C)NC1=NC=NC2=C(C=C(C=C12)C(F)F)C1CC1)C1=CC(=NC=N1)C(=O)N 6-[3-cyclopropyl-5-[(1S)-1-[[8-cyclopropyl-6-(difluoromethyl)quinazolin-4-yl]amino]ethyl]-1,2,4-triazol-1-yl]pyrimidine-4-carboxamide